BrC=1C2(C3=CC(=C(C=C3C1)OC)OC)CCC(CC2)(C(=O)O)NC2=CC(=CC=C2)Cl (1s,4s)-2'-bromo-4-(3-chloroanilino)-5',6'-dimethoxyspiro[cyclohexane-1,1'-indene]-4-carboxylic acid